{4'-fluoro-2-methyl-[1,1'-biphenyl]-3-yl}methanol FC1=CC=C(C=C1)C1=C(C(=CC=C1)CO)C